N,N-bis[2-hydroxyethyl]-2-aminoethanesulfonic acid OCCN(CCS(=O)(=O)O)CCO